BrC1=C(C=CC=C1)C1=CC(OC2=CC(=CC=C12)OC(C(=O)N(C)C)C)=O 2-[4-(2-bromophenyl)-2-oxo-chromen-7-yl]oxy-N,N-dimethyl-propionamide